Ethyl-3-{[3-({5-[3-amino-2,6-dioxo-4-(trifluoromethyl)-3,6-dihydropyrimidin-1(2H)-yl]-2-chloro-4-fluorophenyl} sulfanyl)pyridin-2-yl]oxy}propanoat C(C)OC(CCOC1=NC=CC=C1SC1=C(C=C(C(=C1)N1C(N(C(=CC1=O)C(F)(F)F)N)=O)F)Cl)=O